CC1=C(C(=CC=C1)C)[P] (2,6-dimethylphenyl)phosphorus